CN(C(C)=O)C(C)C1=CC=C2C(=CC(OC2=C1)=O)C1=C(C=CC=C1)C N-methyl-N-(1-(2-oxo-4-(o-tolyl)-2H-chromen-7-yl)ethyl)acetamide